N2-(5-aminothiophen-3-yl)-N4-(2-(6-methylpyridin-2-yl)pyrimidin-4-yl)pyrimidin-2,4-diamine NC1=CC(=CS1)NC1=NC=CC(=N1)NC1=NC(=NC=C1)C1=NC(=CC=C1)C